OCC1(N2CCC(C1=O)(CC2)C(F)(F)F)COC 2-(hydroxymethyl)-2-(methoxymethyl)-4-(trifluoromethyl)-1-azabicyclo[2.2.2]octan-3-one